ClC1=CC=C(CO[C@@H]2C[C@H](C2)C(=O)NCC2=C(C(=C(C=C2)C(F)(F)F)C=2NC(C=C(N2)C(F)F)=O)F)C=C1 trans-3-[(4-chlorobenzyl)oxy]-N-{3-[4-(difluoromethyl)-6-oxo-1,6-dihydropyrimidin-2-yl]-2-fluoro-4-(trifluoromethyl)benzyl}cyclobutane-1-carboxamide